C1=CC(=CC=C1C2=CC(=O)C3=C(O2)C(=C(C=C3O)O)[C@H]4[C@@H]([C@H]([C@@H]([C@H](O4)CO)O)O)O)O The molecule is an apigenin flavone glycoside, which is found in the passion flower, bamboo leaves and pearl millet It has a role as a platelet aggregation inhibitor, an EC 3.2.1.20 (alpha-glucosidase) inhibitor, an antineoplastic agent and a plant metabolite. It is a C-glycosyl compound and a trihydroxyflavone. It derives from an apigenin. It is a conjugate acid of a vitexin-7-olate.